C(CC)NC(=O)C=1C=NN2C1N=C(C=C2C(F)(F)F)C=2SC=CC2 N-propyl-5-(thiophen-2-yl)-7-(trifluoromethyl)pyrazolo[1,5-a]pyrimidine-3-carboxamide